(R)-N-((5-([1,2,4]triazolo[1,5-a]pyridin-6-yl)-2,3-dihydro-1H-inden-4-yl)carbamoyl)-4-cyclopropyl-6,7-dihydro-4H-pyrazolo[5,1-c][1,4]oxazine-2-sulfonamide N=1C=NN2C1C=CC(=C2)C=2C(=C1CCCC1=CC2)NC(=O)NS(=O)(=O)C2=NN1C([C@H](OCC1)C1CC1)=C2